(R)-N-(1,1-dimethylsilepan-4-yl)-2-phenyl-4H-pyrrolo[2,3-d]thiazole-5-carboxamide C[Si]1(CC[C@@H](CCC1)NC(=O)C1=CC2=C(N=C(S2)C2=CC=CC=C2)N1)C